2-[(2S,6R)-2-(1-cyclopropylpyrazol-4-yl)-6-methyl-morpholin-4-yl]-4-[2-fluoro-4-(trifluoromethyl)phenyl]-7H-pyrimido[4,5-d]pyridazin-8-one C1(CC1)N1N=CC(=C1)[C@H]1CN(C[C@H](O1)C)C=1N=C(C2=C(C(NN=C2)=O)N1)C1=C(C=C(C=C1)C(F)(F)F)F